nitro-N-(pyrimidin-4-yl)benzamide [N+](=O)([O-])C1=C(C(=O)NC2=NC=NC=C2)C=CC=C1